calcium-magnesium-boron-zinc water O.[Zn].[B].[Mg].[Ca]